ClC1=C(C=C(C=C1)[C@H](C(=O)N1CCN(CC1)C=1C2=C(N=CN1)[C@H](C[C@H]2C)O)CNCC2CC2)F (S)-2-(4-chloro-3-fluorophenyl)-3-(cyclopropylmethylamino)-1-(4-((5R,7S)-7-hydroxy-5-methyl-6,7-dihydro-5H-cyclopenta[d]pyrimidin-4-yl)piperazin-1-yl)propan-1-one